ClC1=C(C=C(C=C1)[C@H]1[C@@H](C1)NC(C1=CC(=CC=C1)NC1=NC=C(C=N1)C1=CC(=CC=C1)F)=O)F N-((1R,2S)-2-(4-chloro-3-fluorophenyl)cyclopropyl)-3-((5-(3-fluorophenyl)pyrimidin-2-yl)amino)benzamide